N-(4-piperidyl)-4-(trifluoromethyl)benzenesulfonamide N1CCC(CC1)NS(=O)(=O)C1=CC=C(C=C1)C(F)(F)F